BrCC1=CC(=C(C=C1)S(=O)(=O)N)F 4-(bromomethyl)-2-fluorobenzene-1-sulfonamide